C(CC=1OCCN1)C=1OCCN1 ethylene-bis(2-oxazoline)